C(C)(C)(C)OC(=O)N1[C@H](CC[C@@H](C1)NC(=O)C=1C=NC2=CC(=CC=C2C1)Cl)C=1OC(=NN1)C1=CC=C(C=C1)Cl (2R,5S)-2-[5-(4-chlorophenyl)-1,3,4-oxadiazol-2-yl]-5-[(7-chloroquinoline-3-carbonyl)amino]piperidine-1-carboxylic acid tert-butyl ester